N-(2-(4-fluoro-2-aza-bicyclo[2.1.1]hexan-2-yl)-4-(2-fluorophenyl)-pyridin-3-yl)-2-isoprop-ylpyrimidine-5-carboxamide FC12CN(C(C1)C2)C2=NC=CC(=C2NC(=O)C=2C=NC(=NC2)C(C)C)C2=C(C=CC=C2)F